tert-Butyl 4-(((6-(hydroxymethyl)-4-oxo-4H-pyran-3-yl)oxy)methyl)piperidine-1-carboxylate OCC1=CC(C(=CO1)OCC1CCN(CC1)C(=O)OC(C)(C)C)=O